N1C(=NC=C1)C1=CC=C(CN2CCC(CC2)(CCC2=CC=CC=C2)COCC)C=C1 1-(4-(1H-imidazol-2-yl)benzyl)-4-(ethoxymethyl)-4-phenethyl-piperidine